C(=O)O.NCC1CCN(CC1)C(=O)C1=C(C=C(NC=2C=3N(C=CN2)C(=CN3)C3=C(C(=C(OCC2C(C2)C#N)C=C3)F)F)C=C1)C 2-[[4-[8-[4-[4-(aminomethyl)piperidine-1-carbonyl]-3-methyl-anilino]imidazo[1,2-a]pyrazin-3-yl]-2,3-difluoro-phenoxy]methyl]cyclopropane-carbonitrile formate